C(C)(C)(C)C1=CC(=C(C=C1Cl)C=1NC=2C=CN=C(C2C(C1)=O)C(=O)O)C 2-(4-(tert-butyl)-5-chloro-2-methylphenyl)-4-oxo-1,4-dihydro-1,6-naphthyridine-5-carboxylic acid